C(C([2H])([2H])[2H])(N)([2H])[2H] ethan-d5-1-amine